NC=1C(=NC(=NC1C(NC1=CC(=CC2=CC=CC=C12)OC)=O)OC[C@H]1N(CCC1)C)N1C[C@@H](N(CC1)C(=O)OCC1=CC=CC=C1)CC#N benzyl (S)-4-(5-amino-6-((3-methoxynaphthalen-1-yl)carbamoyl)-2-(((S)-1-methylpyrrolidin-2-yl)methoxy)pyrimidin-4-yl)-2-(cyanomethyl)piperazine-1-carboxylate